C1=CC=CC=2C3=CC=CC=C3C(C12)COC(NCCOCCOCCOCC(=O)O)=O 1-(9H-fluoren-9-yl)-3-oxo-2,7,10,13-tetraoxa-4-azapentadecane-15-oic acid